Tert-butyl (E)-(2-((4-(dimethylcarbamoyl)-1H-pyrazol-1-yl)methyl)-3-fluoroallyl)carbamate CN(C(=O)C=1C=NN(C1)C\C(\CNC(OC(C)(C)C)=O)=C\F)C